COC1=NC(=CC=C1N)Cl 2-methoxy-3-amino-6-chloropyridine